C(C)(C)(C)OC(=O)N1C2CC([C@@H]1CO)C2.C(C2=CC=CC=C2)(C2=CC=CC=C2)(C2=CC=CC=C2)N2C=NC(=C2)C2=C(\C=C\1/COCCCC1=O)C=CC=C2 |r| (E)-3-(2-(1-trityl-1H-imidazol-4-yl)benzylidene)oxepan-4-one racemic-tert-butyl-3-(hydroxymethyl)-2-azabicyclo[2.1.1]hexane-2-carboxylate